The molecule is a polyacyl alpha,alpha-trehalose derivative that is 2'-sulfo-alpha,alpha-trehalose carrying palmitoyl and stearoyl groups at positions 2 and 3 respectively. It has a role as a bacterial metabolite. It is a polyacyl alpha,alpha-trehalose derivative, a sulfoglycolipid and a trehalose sulfate. It is a conjugate acid of a 2-palmitoyl-3-stearoyl-2'-sulfo-alpha,alpha-trehalose(1-). CCCCCCCCCCCCCCCCCC(=O)O[C@H]1[C@@H]([C@H](O[C@@H]([C@@H]1OC(=O)CCCCCCCCCCCCCCC)O[C@@H]2[C@@H]([C@H]([C@@H]([C@H](O2)CO)O)O)OS(=O)(=O)O)CO)O